3-(4-fluoro-1-(3-(2-methoxyphenyl)propyl)pyrrolidin-3-yl)-1H-indole FC1C(CN(C1)CCCC1=C(C=CC=C1)OC)C1=CNC2=CC=CC=C12